C(C1=CC=CC=C1)=C1C(NC(C(N1)=O)=C([2H])C=1N=CNC1C(C)(C)C)=O 3-benzylidene-6-[(5-tertiary butyl-1H-imidazol-4-yl)deuteromethylidene]piperazine-2,5-dione